The molecule is an aromatic ether, being the (2R)-3-(tert-butylamino)-2-hydroxypropyl ether of the phenolic hydroxy group of (6S,7R)-5,6,7,8-tetrahydronaphthalene-1,6,7-triol. It is a triol, a secondary amino compound and an aromatic ether. It is an enantiomer of a (2R,3S,2'S)-nadolol. CC(C)(C)NC[C@H](COC1=CC=CC2=C1C[C@H]([C@H](C2)O)O)O